C(C)(C)(C)C1N(CCN(C1)C1=NC(=C(C=C1)[N+](=O)[O-])NC1=CC(=NC=C1)COC)C(=O)O Tert-butyl-4-(6-{[2-(methoxymethyl)pyridin-4-yl]Amino}-5-nitropyridin-2-yl)piperazine-1-carboxylic acid